[Al].[Si].[Na] sodium-silicon aluminum salt